(2R,4R)-4-hydroxy-6-(trifluoromethyl)-N-(3-{2-[4-(trifluoromethyl)-1H-pyrazol-1-yl]pyridin-4-yl}bicyclo[1.1.1]pentan-1-yl)-3,4-dihydro-2H-1-benzopyran-2-carboxamide O[C@@H]1C[C@@H](OC2=C1C=C(C=C2)C(F)(F)F)C(=O)NC21CC(C2)(C1)C1=CC(=NC=C1)N1N=CC(=C1)C(F)(F)F